tin cerium manganese oxide [O-2].[Mn+2].[Ce+3].[Sn+4]